ClC=1C=CC(=C(C(=O)NC2=NC=C(C=C2)Cl)C1)O 5-chloro-N-(5-chloro-2-pyridyl)-2-hydroxybenzoamide